C1(CC1)CC#C cyclopropylprop-2-yn